CN(C)CC1=CC=CC2=CC=CC=C12 N,N-dimethyl-1-(naphthalen-1-yl)methylamine